C(C)(C)OC1=CC=C2C=C(C=C(C2=C1)CCNC(C)=O)[2H] N-(2-(7-isopropoxynaphthalen-1-yl-3-d)ethyl)acetamide